1-isopropyl-3-amino-1H-pyrazole C(C)(C)N1N=C(C=C1)N